3-bromo-2-(hydroxymethyl)-1-methylpyridin-1-ium iodide [I-].BrC=1C(=[N+](C=CC1)C)CO